1-(oxetan-3-yl)aziridine-2-carboxylic acid methyl ester COC(=O)C1N(C1)C1COC1